C(C)(C)(C)N(C([O-])=O)C1CC(C1)N1C(N(C=2C1=C1C(=NC2)N(C(=C1)Br)S(=O)(=O)C1=CC=CC=C1)C)=O.C(CCCCCCCCCCC)[N+](C)(CCCCCCCCCCCC)CCCCCCCCCCCC tri(dodecyl)methylammonium tert-butyl-((1r,3r)-3-(7-bromo-3-methyl-2-oxo-6-(phenylsulfonyl)-3,6-dihydroimidazo[4,5-d]pyrrolo[2,3-b]pyridin-1(2H)-yl)cyclobutyl)carbamate